8-fluoro-2-[(4S)-4-[[6-oxo-5-(trifluoromethyl)-1H-pyridazin-4-yl]amino]pentyl]-6-[5-(trifluoromethyl)-2-pyridyl]isoquinolin-1-one FC=1C=C(C=C2C=CN(C(C12)=O)CCC[C@H](C)NC=1C=NNC(C1C(F)(F)F)=O)C1=NC=C(C=C1)C(F)(F)F